(3R)-3-((6-(2-hydroxy-6-methyl-4-(trifluoromethyl)phenyl)-4-methylpyridazin-3-yl)amino)-1-methylpiperidine 1-oxide OC1=C(C(=CC(=C1)C(F)(F)F)C)C1=CC(=C(N=N1)N[C@H]1C[N+](CCC1)(C)[O-])C